[Cl-].C(C(=C)C)(=O)NCCC[N+](C)(C)C N-methacryloylaminopropyl-N,N,N-trimethyl-ammonium chloride